tert-butyl 4-(3-oxocyclobutanecarbonyl)piperazine-1-carboxylate O=C1CC(C1)C(=O)N1CCN(CC1)C(=O)OC(C)(C)C